2-(5-((tert-butoxycarbonyl)amino)-3-carbamoyl-1H-indazol-1-yl)acetic acid C(C)(C)(C)OC(=O)NC=1C=C2C(=NN(C2=CC1)CC(=O)O)C(N)=O